N-((1S)-1-(5-(1-Aminoethyl)-1H-benzo[d]imidazol-2-yl)-4,4,4-trifluoro-3,3-dimethylbutyl)-1-(3,3,3-trifluoropropyl)-1H-pyrazole-5-carboxamide NC(C)C1=CC2=C(NC(=N2)[C@H](CC(C(F)(F)F)(C)C)NC(=O)C2=CC=NN2CCC(F)(F)F)C=C1